C(C)OC(=O)C1=C(N=C(S1)NC1=NC(=CC(=N1)NCC1=C(C=CC(=C1)OC)OC)N1CCNCC1)C 2-[[4-[[(2,5-dimethoxyphenyl)methyl]amino]-6-(1-piperazinyl)-2-pyrimidinyl]amino]-4-methyl-5-thiazolecarboxylic acid ethyl ester